Rac-(5aR,6S,7S,8R,8aS)-7-((dimethylamino)methyl)-1-methoxy-6-phenyl-5a-(4-(trifluoromethyl)phenyl)-5a,6,7,8-tetrahydro-8aH-cyclopenta[4,5]furo[3,2-c]pyridine-8,8a-diol CN(C)C[C@@H]1[C@H]([C@]2([C@](C=3C(=NC=CC3O2)OC)([C@@H]1O)O)C1=CC=C(C=C1)C(F)(F)F)C1=CC=CC=C1 |r|